2-(((3S,4S)-4-(difluoromethyl)-1,3-dimethylpiperidin-3-yl)methoxy)-7-((Sa)-8-ethynyl-7-fluoro-3-hydroxynaphthalen-1-yl)-6,8-difluoroquinazolin-3-ol FC([C@@H]1[C@](CN(CC1)C)(C)COC1N=C2C(=C(C(=CC2=CN1O)F)C1=CC(=CC2=CC=C(C(=C12)C#C)F)O)F)F